C(C1=CC=CC=C1)N1CCN(CC1)C(=O)C=1C(=NC=CC1)NCCC(C)C (4-benzylpiperazin-1-yl)-[2-(3-methylbutylamino)-pyridine-3-yl]methanone